C(CCC\C=C\CCCC)(=O)OCC\C=C\CCCCCC (E)-dec-3-en-1-yl (E)-dec-5-enoate